CC1=C(C=CC(=C1)C)CCNC(=S)C1=C(N=NC(=C1)C)OC1=CC(=CC=C1)C(F)(F)F N-[2-(2,4-dimethylphenyl)ethyl]-6-methyl-3-[3-(trifluoromethyl)phenoxy]pyridazine-4-carbothioamide